3-(2-(benzyloxy)phenyl)-N-(3-chloro-5-(methylsulfonamido)phenyl)-1-methyl-1H-pyrazole-5-carboxamide C(C1=CC=CC=C1)OC1=C(C=CC=C1)C1=NN(C(=C1)C(=O)NC1=CC(=CC(=C1)NS(=O)(=O)C)Cl)C